C(C)(C)(C)N[Si](C1C(=CC=2C1=CC=1CCCCC1C2)C)(C)C N-tert-butyl-1,1-dimethyl-1-(2-methyl-5,6,7,8-tetrahydro-1H-cyclopenta[b]naphthalen-1-yl)silanylamine